3-(3-(3-fluoro-5-(5-fluoropyrazolo[1,5-a]pyridine-3-carboxamido)-4-methylphenyl)-1,2,4-oxadiazol-5-yl)azetidine-1-carboxylic acid methyl ester COC(=O)N1CC(C1)C1=NC(=NO1)C1=CC(=C(C(=C1)NC(=O)C=1C=NN2C1C=C(C=C2)F)C)F